5,5-bis(oct-3-yn-1-yloxy)pentanoic acid C(CC#CCCCC)OC(CCCC(=O)O)OCCC#CCCCC